N-{(3S,5S)-1-[(1R,2R)-2-(2',6'-difluoro[1,1'-biphenyl]-2-yl)cyclopropane-1-carbonyl]-5-hydroxypiperidin-3-yl}methanesulfonamide FC1=C(C(=CC=C1)F)C1=C(C=CC=C1)[C@H]1[C@@H](C1)C(=O)N1C[C@H](C[C@@H](C1)O)NS(=O)(=O)C